5-[5-(2,4-difluorophenoxy)-2-(methylsulfonylmethyl)pyrimidin-4-yl]-1,3-dimethylpyridin-2-one FC1=C(OC=2C(=NC(=NC2)CS(=O)(=O)C)C=2C=C(C(N(C2)C)=O)C)C=CC(=C1)F